1-(2-((8-(((1,1,1,3,3,3-Hexafluoropropan-2-yl)oxy)carbonyl)-1,8-diazaspiro[4.5]decan-1-yl)methyl)-5-(trifluoromethyl)phenoxy)cyclopropane-1-carboxylic acid FC(C(C(F)(F)F)OC(=O)N1CCC2(CCCN2CC2=C(OC3(CC3)C(=O)O)C=C(C=C2)C(F)(F)F)CC1)(F)F